1-(4-(2-(2-Chloro-6-methylphenyl)-3-(hydroxymethyl)imidazo[2,1-f][1,6]naphthyridin-9-yl)-1H-pyrazol-1-yl)-2-methylpropan-2-ol ClC1=C(C(=CC=C1)C)C=1N=C2C=3C=C(C=NC3C=CN2C1CO)C=1C=NN(C1)CC(C)(O)C